C(C(=C)C)(=O)OC1(CCN(CC1)C(=O)OC(C)(C)C)C tert-butyl 4-(methacryloyloxy)-4-methylpiperidine-1-carboxylate